COC=1C=C(C=C(C1)OC)N(C(=O)C=1N=C(SC1)C#C)C1CN(CC1)C(CCCCC[C@H]1NC(N[C@H]1C)=O)=O N-(3,5-Dimethoxyphenyl)-2-ethynyl-N-(1-(6-((4R,5S)-5-methyl-2-oxoimidazolidin-4-yl)hexanoyl)pyrrolidin-3-yl)thiazole-4-carboxamide